N1C=CC2=C1C(NC=C2)=O 1H,6H,7H-pyrrolo[2,3-c]pyridin-7-one